((6-fluoro-2-methylpyridin-3-yl)oxy)-4-methyl-N-(3-sulfamoylphenyl)-5-(trifluoromethyl)nicotinamide FC1=CC=C(C(=N1)C)OC1=C(C(=O)NC2=CC(=CC=C2)S(N)(=O)=O)C(=C(C=N1)C(F)(F)F)C